(2S,3R)-N-(3-bromopropyl)-3-((tert-butyldimethylsilyl)oxy)-1-(3-cyano-6-methyl-4-(trifluoromethyl)pyridin-2-yl)-N-(m-tolyl)pyrrolidine-2-carboxamide BrCCCN(C(=O)[C@H]1N(CC[C@H]1O[Si](C)(C)C(C)(C)C)C1=NC(=CC(=C1C#N)C(F)(F)F)C)C=1C=C(C=CC1)C